N1(CCC1)C1=CC=C2[C@]3(CC=4C(=NOC4C2=C1)NS(=O)(=O)C1=C(C=C(C=C1OC)C(=O)N1[C@H](COCC1)C)OC)[C@H](C3)C N-((1R,2S)-8'-(azetidin-1-yl)-2-methyl-4'H-spiro[cyclopropane-1,5'-naphtho[2,1-d]isoxazol]-3'-yl)-2,6-dimethoxy-4-((S)-3-methylmorpholine-4-carbonyl)benzenesulfonamide